[NH4+].C1(=CC=CC=C1)NO N-phenylhydroxylamine ammonium salt